O1C(=NC2=C1C=CC=C2)C2=CC=C(C=C2)N(C(=O)C2=CC=C(C=C2)NC(=O)C=2OC1=C(C2)C=CC=C1)C N-(4-{[4-(1,3-Benzoxazol-2-yl)phenyl](methyl)carbamoyl}phenyl)-1-benzofuran-2-carboxamid